tert-Butyl N-[(1R)-1-[[2-(1,3-dioxolan-2-yl)-4-(trifluoromethyl)phenyl]-hydroxy-methyl]-3-methyl-butyl]carbamate O1C(OCC1)C1=C(C=CC(=C1)C(F)(F)F)C([C@@H](CC(C)C)NC(OC(C)(C)C)=O)O